CC(C[C@@H](C(=O)N1C[C@@]2(C(NC(=N2)C2=CC=CC=C2)=O)C[C@H]1C(=O)N)N(C([C@H](C)NC(C(F)(F)F)=O)=O)C)C (5R,8S)-7-[(2S)-4-methyl-2-[(2S)-N-methyl-2-(2,2,2-trifluoroacetamido)propanamido]pentanoyl]-4-oxo-2-phenyl-1,3,7-triazaspiro[4.4]non-1-ene-8-carboxamide